The molecule is a linear tetrasaccharide comprising three successive D-galactosyl residues and a glucosyl residue at the reducing end joined by sequential alpha-(1->4)-, beta-(1->3)- and beta-(1->4)-linkages. C([C@@H]1[C@@H]([C@@H]([C@H]([C@H](O1)O[C@H]2[C@H](O[C@H]([C@@H]([C@H]2O)O)O[C@H]3[C@H]([C@H](O[C@H]([C@@H]3O)O[C@@H]4[C@H](OC([C@@H]([C@H]4O)O)O)CO)CO)O)CO)O)O)O)O